ethyl 6-fluoro-1-methyl-2-oxo-4-(((trifluoromethyl) sulfonyl) oxy)-1,2-dihydroquinoline-3-carboxylate FC=1C=C2C(=C(C(N(C2=CC1)C)=O)C(=O)OCC)OS(=O)(=O)C(F)(F)F